3-(4-chloro-3-(4,4,5,5-tetramethyl-1,3,2-dioxaborolane-2-yl)phenoxy)propan-1-ol ClC1=C(C=C(OCCCO)C=C1)B1OC(C(O1)(C)C)(C)C